ClC1=NC=2N(C(=C1)NC([O-])=O)N=CC2C2CC2 (5-chloro-3-cyclopropylpyrazolo[1,5-a]pyrimidin-7-yl)carbamate